sodium dinonylnaphthalene C(CCCCCCCC)C1=C(C2=CC=CC=C2C=C1)CCCCCCCCC.[Na]